C(C)OC1=CC=C(C=C1)C=1C=C2C=C(C(OC2=C(C1)[N+](=O)[O-])=O)C#N 6-(4-ethoxyphenyl)-8-nitro-2-oxo-2H-chromen-3-carbonitrile